FC=1C=C(C=NC1C)/C=C/C=O (E)-3-(5-fluoro-6-methyl-3-pyridinyl)prop-2-enal